1-methylcyclopropyl 4-(1-(6-(2-fluoro-4-(methylsulfonyl)phenyl)imidazo[2,1-b][1,3,4]thiadiazol-2-yloxy)ethyl)piperidin-1-carboxylat FC1=C(C=CC(=C1)S(=O)(=O)C)C=1N=C2SC(=NN2C1)OC(C)C1CCN(CC1)C(=O)OC1(CC1)C